FC=1C=C2C=CNC2=C(C1)CO 5-fluoro-1H-indol-7-yl-methanol